[N+](#[C-])C(C#N)=C(C=CC=CC1=CC2=CC=C(C=C2C=C1)OC)C1=CC=C(C=C1)C1=CC=C(C=C1)C1=CC=NC=C1 2-isocyano-7-(6-methoxynaphthalene-2-yl)-3-[4'-(pyridine-4-yl)biphenyl-4-yl]hept-2,4,6-trienenitrile